4-[4-(2-Hydroxyethyloxy)benzoyl]cinnamic acid methyl ester COC(C=CC1=CC=C(C=C1)C(C1=CC=C(C=C1)OCCO)=O)=O